tert-butyl N-[[1-[1-[3-(2,6-dioxo-3-piperidyl)-1-methyl-indazol-6-yl]-4-piperidyl]-4-piperidyl]methyl]carbamate O=C1NC(CCC1C1=NN(C2=CC(=CC=C12)N1CCC(CC1)N1CCC(CC1)CNC(OC(C)(C)C)=O)C)=O